7-chloro-N-[(2R,3S)-2-methyloxolan-3-yl]-1H-indole-2-carboxamide ClC=1C=CC=C2C=C(NC12)C(=O)N[C@@H]1[C@H](OCC1)C